ClC1=NC=C(C(=N1)C1=CN(C2=CC(=CC=C12)F)S(=O)(=O)C1=CC=CC=C1)Cl 3-(2,5-dichloropyrimidin-4-yl)-6-fluoro-1-benzenesulfonyl-1H-indole